C(C)(C)(C)OC(=O)N1C[C@H]([C@@H](C1)C)NC(C(COC1=NC=CC=C1OC(F)(F)F)(C)C)=O trans-3-(2,2-dimethyl-3-((3-(trifluoromethoxy)pyridin-2-yl)oxy)propanamido)-4-methylpyrrolidine-1-carboxylic acid tert-butyl ester